C(C)(C)(C)Cl.[Na] sodium tert-butyl chloride